C(CCCC)C=1C(=C(C=C(C1)O)O)CCC 5-Pentyl-4-propylbenzene-1,3-diol